FC1=C(C(=O)NC2=CC=CC=N2)C(=CC=C1C(F)(F)F)OC1=C(C=C(C=C1)OC(F)(F)F)OC([2H])([2H])[2H] 6-[[2-fluoro-6-[2-(trideuteriomethoxy)-4-(trifluoromethoxy)phenoxy]-3-(trifluoromethyl)benzoyl]amino]pyridine